C1(CCCC1)SCC1=CC=C(C=C1)B(O)O (4-[(CYCLOPENTYLSULFANYL)METHYL]PHENYL)BORANEDIOL